C1(CC1)[C@H](C)N1C(C=2C(=NC(=CC2C1)C1=C(N=C(S1)NC(C)=O)C)OCCOC)=O (S)-N-(5-(2-(1-cyclopropylethyl)-4-(2-methoxyethoxy)-3-oxo-2,3-dihydro-1H-pyrrolo[3,4-c]pyridin-6-yl)-4-methylthiazol-2-yl)acetamide